ClC1=CC=C(C(=O)O)C=C1 monochloroBenzoic acid